Cl.ClC1=C(C=CC(=C1)C(F)(F)F)NC(CN1C(=C(C(C=2C1=NC(=C(N2)C2CC2)C)=O)N2CCNCC2)CC)=O N-[2-chloro-4-(trifluoromethyl)phenyl]-2-(2-cyclopropyl-6-ethyl-3-methyl-8-oxo-7-piperazin-1-yl-pyrido[2,3-b]pyrazin-5-yl)acetamide hydrochloride